tert-butyl N-[(3R)-8-fluoro-7-[(Z)-N'-hydroxycarbamimidoyl]-4-oxo-5-[(4-phenoxyphenyl)methyl]-2,3-dihydro-1,5-benzothiazepin-3-yl]carbamate FC1=CC2=C(N(C([C@H](CS2)NC(OC(C)(C)C)=O)=O)CC2=CC=C(C=C2)OC2=CC=CC=C2)C=C1/C(/N)=N/O